FC=1C=C2C(=CN(C2=CC1)C)CN1CC(OCC1)C1=CC=CC(=N1)NC=1SC=C(N1)C N-(6-(4-((5-fluoro-1-methyl-1H-indol-3-yl)methyl)morpholin-2-yl)pyridin-2-yl)-4-methylthiazol-2-amine